3-fluoro-5-({[1-(2-fluoro-4-methylphenyl)cyclopropyl]carbonyl}amino)-2-[1-(propan-2-yl)-1H-pyrazol-4-yl]benzoic acid FC=1C(=C(C(=O)O)C=C(C1)NC(=O)C1(CC1)C1=C(C=C(C=C1)C)F)C=1C=NN(C1)C(C)C